BrC1=C(C=CC2=CC(=CC=C12)Br)NC(C1=CC=CC=C1)=O N-(1,6-dibromonaphthalen-2-yl)benzamide